2-[1-(2,5-difluoro-4-nitro-phenyl)-4-hydroxy-4-piperidinyl]acetic acid tert-butyl ester C(C)(C)(C)OC(CC1(CCN(CC1)C1=C(C=C(C(=C1)F)[N+](=O)[O-])F)O)=O